FC1=CC=C(C(=O)N[C@H](C(=O)NC2=CC=C(C=C2)S(=O)CC(C)(C)C)CC2=CC=CC=C2)C=C1 4-fluoro-N-((2S)-1-(4-(2,2-dimethyl-propylsulfinyl)phenylamino)-1-oxo-3-phenylprop-2-yl)benzamide